C1C(CC12CCC2)=O spiro[3.3]heptan-2-one